C(C)(=O)OC1C(CC(N1C(=O)[O-])C(=O)[O-])O[Si](C)(C)C(C)(C)C 5-acetoxy-4-((tert-butyldimethylsilyl)oxy)pyrrolidine-1,2-dicarboxylate